ClC=1C=C(C=CC1OC)N(C(C#C[Si](C(C)C)(C(C)C)C(C)C)=O)C1(CC1)C(=O)OC Methyl 1-(N-(3-chloro-4-methoxyphenyl)-3-(triisopropylsilyl)propiolamido)cyclopropane-1-carboxylate